(S)-N-(1-((5-(N-(tert-butyl)sulfamoyl)naphthalene-1-yl)amino)-1-oxo-3-(tetrahydro-2H-pyran-4-yl)propan-2-yl)-4-fluorobenzamide C(C)(C)(C)NS(=O)(=O)C1=C2C=CC=C(C2=CC=C1)NC([C@H](CC1CCOCC1)NC(C1=CC=C(C=C1)F)=O)=O